CN([C@@H](CC1=C(C=C(C(=O)NC)C=C1)C)CNC(C[C@@H](CC(C)C)C1=NC=CC=C1)=O)C 4-((S)-2-(dimethylamino)-3-((R)-5-methyl-3-(pyridin-2-yl)hexanamido)propyl)-N,3-dimethylbenzamide